C1(CC1)C1=C(C=C(C(=C1)I)C)NC1=CC=C2C(=N1)C(=NN2C)O[C@@H]2CC[C@H](CC2)C(=O)OC(C)(C)C tert-butyl (trans)-4-((5-((2-cyclopropyl-4-iodo-5-methylphenyl)amino)-1-methyl-1H-pyrazolo[4,3-b]pyridin-3-yl)oxy)cyclohexane-1-carboxylate